[N+3].P(=O)([O-])([O-])[O-].[S+2] sulfur phosphate nitrogen